4-[3-[2,6-Dichloro-4-[[(2S)-1,4-dioxan-2-yl]methoxy]benzoyl]-2,4-dihydro-1,3-benzoxazin-8-yl]-5-fluoro-2-(3-oxa-8-azabicyclo[3.2.1]octan-8-yl)benzoic acid ClC1=C(C(=O)N2COC3=C(C2)C=CC=C3C3=CC(=C(C(=O)O)C=C3F)N3C2COCC3CC2)C(=CC(=C1)OC[C@H]1OCCOC1)Cl